[Si](C)(C)(C(C)(C)C)OCCCC(C(=O)N1CCC(CC1)N1N=CC(=C1)C1=NC2=CC=CC=C2N=C1)C 5-((tert-butyldimethylsilyl)oxy)-2-methyl-1-(4-(4-(quinoxalin-2-yl)-1H-pyrazol-1-yl)piperidin-1-yl)pentan-1-one